ClC=1C=C(C=C(C1)NS(=O)(=O)C)NC(=O)C1=CN(C(=C1)C1=NC=C(C=C1OCC1=CC(=CC(=C1)F)N1CC(C1)(F)F)F)C N-(3-chloro-5-(methylsulfonamido)phenyl)-5-(3-((3-(3,3-difluoroazetidin-1-yl)-5-fluorobenzyl)oxy)-5-fluoropyridin-2-yl)-1-methyl-1H-pyrrole-3-carboxamide